3-[2-(1-{[3,5-bis(difluoromethyl)-1H-pyrazol-1-yl] acetyl} piperidin-4-yl)-1,3-thiazol-4-yl]-9-fluoro-1,5-difluoro-2,4-benzodioxepin-6-ylmethylsulfonate FC(C1=NN(C(=C1)C(F)F)CC(=O)N1CCC(CC1)C=1SC=C(N1)C1OC(=C2C(=C(O1)F)C(=CC=C2CS(=O)(=O)[O-])F)F)F